ClC1=C(C=CC=C1Cl)N1C2CN(C(C1)CC2)CC=2C=C1C(N(C(C1=CC2)=O)N2C(NC(CC2)=O)=O)=O 5-((5-(2,3-dichlorophenyl)-2,5-diazabicyclo[2.2.2]octane-2-yl)methyl)-2-(2,4-dioxotetrahydropyrimidin-1(2H)-yl)isoindoline-1,3-dione